(6-(trifluoromethyl)pyridin-3-yl)-1H-pyrrole-1-carboxylic acid tert-butyl ester C(C)(C)(C)OC(=O)N1C(=CC=C1)C=1C=NC(=CC1)C(F)(F)F